(R)-1-[(Sp)-2-(dicyclohexylphosphino)ferrocenyl]ethylditert-butylphosphine C1(CCCCC1)P(C=1[C-](C=CC1)[C@@H](C)P(C(C)(C)C)C(C)(C)C)C1CCCCC1.[CH-]1C=CC=C1.[Fe+2]